O[C@H]1CCOC1 (3R,4S)-4-hydroxytetrahydrofuran